methyl (2S)-2-[(tert-butoxycarbonyl)amino]-3-[(5R)-2-oxo-5-(trifluoromethyl)pyrrolidin-3-yl]propanoate C(C)(C)(C)OC(=O)N[C@H](C(=O)OC)CC1C(N[C@H](C1)C(F)(F)F)=O